2-(3,5-Dichloro-4-((1-isopropyl-6-oxo-1,6-dihydropyridin-3-yl)oxy)phenyl)-3,5-dioxo-2,3,4,5-tetrahydro-1,2,4-triazine-6-carbonitrile ClC=1C=C(C=C(C1OC1=CN(C(C=C1)=O)C(C)C)Cl)N1N=C(C(NC1=O)=O)C#N